1-[3-[[[(2r,3s,4r)-2,3,4,5-tetrahydroxypentyl]amino]methyl]azetidin-1-yl]ethanone O[C@H](CNCC1CN(C1)C(C)=O)[C@@H]([C@@H](CO)O)O